FC=1C(=C(C=CC1F)C(=O)N1CC(C1)C(=O)NCC(CO)O)NC1=C(C=C(C=C1)I)F 1-({3,4-difluoro-2-[(2-fluoro-4-iodophenyl)amino]Phenyl}carbonyl)-N-(2,3-dihydroxypropyl)azetidine-3-carboxamide